1-benzyl-4-((2R,4S)-4-bromotetrahydro-2H-pyran-2-yl)-1H-pyrazole C(C1=CC=CC=C1)N1N=CC(=C1)[C@@H]1OCC[C@@H](C1)Br